N1=CN=CC2=C1NC1=CC=C(C=C21)C(=O)O 9H-pyrimido[4,5-b]Indole-6-carboxylic acid